1-Ethyl 4-(p-tolylsulfonyloxy)cyclohexanecarboxylate C1(=CC=C(C=C1)S(=O)(=O)OC1CCC(CC1)C(=O)OCC)C